((tert-butoxycarbonyl)amino)-2-((2S,6R)-2,6-dimethylmorpholinyl)propionic acid methyl ester COC(C(C)(N1C[C@@H](O[C@@H](C1)C)C)NC(=O)OC(C)(C)C)=O